(1S,2R,5R)-N-((R)-1-cyano-2-((R)-2-oxopyrrolidin-3-yl)ethyl)-3-(9-hydroxy-9H-fluorene-9-carbonyl)-6,6-dimethyl-3-azabicyclo[3.1.0]hexane-2-carboxamide C(#N)[C@@H](C[C@@H]1C(NCC1)=O)NC(=O)[C@H]1[C@@H]2C([C@@H]2CN1C(=O)C1(C2=CC=CC=C2C=2C=CC=CC12)O)(C)C